1-methyl-4-(4,4,5,5-tetramethyl-1,3,2-dioxaborolan-2-yl)indole-3-carbaldehyde CN1C=C(C2=C(C=CC=C12)B1OC(C(O1)(C)C)(C)C)C=O